C(C)(=O)O[O-].C[N-]CCC N-methyl-propylamide peracetate